CC(CC=CO)C1C(C(=CC1)C)(C)C 4-methyl-4-(2,2,3-trimethyl-3-cyclopenten-1-yl)butenol